3-(5-bromo-2-methoxyphenyl)oxirane-2-carboxylic acid BrC=1C=CC(=C(C1)C1C(O1)C(=O)O)OC